The molecule is a trisaccharide consisting of D-mannose at the reducing end having a beta-D-galactofuranosyl-(1->6)-alpha-D-mannosyl moiety attached at the 6-position. It has a role as a carbohydrate allergen. C([C@@H]1[C@H]([C@@H]([C@@H]([C@H](O1)OC[C@@H]2[C@H]([C@@H]([C@@H](C(O2)O)O)O)O)O)O)O)O[C@H]3[C@@H]([C@H]([C@@H](O3)[C@@H](CO)O)O)O